Methyl 4-((4-(2-((tert-butoxycarbonyl)(methyl)amino)ethyl)phenyl)carbamoyl)-3-(quinoline-3-carboxamido)benzoate C(C)(C)(C)OC(=O)N(CCC1=CC=C(C=C1)NC(=O)C1=C(C=C(C(=O)OC)C=C1)NC(=O)C=1C=NC2=CC=CC=C2C1)C